7-nitro-2,3,4,5-tetrahydro-1H-1,5-methanobenzo[d]azepine [N+](=O)([O-])C1=CC2=C(C3CNCC2C3)C=C1